N1=CC=C2N1C=CC(=N2)C2=NC(=NC=C2)NC2CCN(CC2)C(=O)OC(C)(C)C tert-butyl trans-4-[4-[pyrazolo[1,5-a]pyrimidin-5-yl]pyrimidin-2-yl]aminopiperidine-1-carboxylate